N1-(3-fluorobicyclo[1.1.1]pentan-1-yl)-N2-((S)-4-methyl-1-oxo-1-(((S)-3-oxo-1-((S)-2-oxopyrrolidin-3-yl)-4-(trifluoromethoxy)butan-2-yl)amino)pentan-2-yl)oxalamide FC12CC(C1)(C2)NC(C(=O)N[C@H](C(N[C@@H](C[C@H]2C(NCC2)=O)C(COC(F)(F)F)=O)=O)CC(C)C)=O